COC(=O)[C@H]1N(C([C@@H](C1)F)=O)C(=O)OC(C)(C)C (2s,4r)-4-fluoro-5-oxopyrrolidine-1,2-dicarboxylic acid 1-tert-butyl 2-methyl ester